(S)-tert-Butyl 4'-((2,3-dimethyl-5-((1-(naphthalen-2-yl)ethyl)carbamoyl)-1H-indol-1-yl)methyl)-[1,1'-biphenyl]-2-carboxylate CC=1N(C2=CC=C(C=C2C1C)C(N[C@@H](C)C1=CC2=CC=CC=C2C=C1)=O)CC1=CC=C(C=C1)C=1C(=CC=CC1)C(=O)OC(C)(C)C